COC(C=C)=O.C(C=C)(=O)N acrylamid e-methyl-acrylate